C1(=CC=CC=C1)S(=O)(=O)NC(CN(C(=N)N)C)=O N-(benzenesulfonyl)-2-(1-methylguanidino)acetamide